N1N=CC2=CC(=CC=C12)C#CC1=NC(=NC=C1)C1=NC(=NC=C1)NCC1=NC=C(C=N1)C ((1H-indazol-5-yl)ethynyl)-N-((5-methylpyrimidin-2-yl)methyl)-[2,4'-bipyrimidin]-2'-amine